O=C1N2CCC2C(NCC(NCC(NCC(NC(C(NCC(NCC(NC(CC(NCC(NCC(NC1)=O)=O)=O)C(=O)N)=O)=O)=O)CC=1N=CSC1)=O)=O)=O)=O 2,5,8,11,15,18,21,24,27,30,33-undecaoxo-22-(thiazol-4-ylmethyl)-1,4,7,10,14,17,20,23,26,29,32-undecazabicyclo[32.2.0]hexatriacontane-13-carboxamide